3-(chlorosulfonyl)-2,2-dimethylpropionic acid methyl ester COC(C(CS(=O)(=O)Cl)(C)C)=O